N1=NC=C1 1ez-diazet